FC=1C=C(C=CC1)NC=1SC=C(N1)C=1SC=C(N1)C=1C=NC=CC1 N-(3-fluorophenyl)-4-(pyridin-3-yl)-[2,4'-bithiazole]-2'-amine